C(C1=CC=CC=C1)(C1=CC=CC=C1)(C1=CC=CC=C1)N1C=NC=C1CN1CCOC=2C=3C1=NC=NC3C=CC2 4-((1-trityl-1H-imidazol-5-yl)methyl)-5,6-dihydro-4H-[1,4]oxazepino[5,6,7-de]quinazoline